(5'S,7a'R)-1-[4-methyl-5-(1-methyl-1H-pyrazol-5-yl)pyrimidin-2-yl]-5'-phenyltetrahydro-3'H-spiro[piperidine-4,2'-pyrrolo[2,1-b][1,3]oxazol]-3'-one CC1=NC(=NC=C1C1=CC=NN1C)N1CCC2(C(N3[C@H](O2)CC[C@H]3C3=CC=CC=C3)=O)CC1